N-(2,6-dihydroxyphenyl)thiourea OC1=C(C(=CC=C1)O)NC(=S)N